(3-(4-hydroxy-1H-pyrazol-1-yl)propyl)carbamic acid tert-butyl ester C(C)(C)(C)OC(NCCCN1N=CC(=C1)O)=O